3-(1-((4-Ethoxy-3-(1-methyl-7-oxo-3-propyl-6,7-dihydro-1H-pyrazolo[4,3-d]pyrimidin-5-yl) phenyl) sulfonyl) piperidin-4-yl)-3-hydroxypentane-1,5-diyl dinitrate [N+](=O)(OCCC(CCO[N+](=O)[O-])(O)C1CCN(CC1)S(=O)(=O)C1=CC(=C(C=C1)OCC)C=1NC(C2=C(N1)C(=NN2C)CCC)=O)[O-]